5-(5-(1-(5-((1-(tert-butoxycarbonyl)azetidin-2-yl)methoxy)-2-methylbenzamido)cyclopropyl)quinolin-7-yl)thiophene-2-carboxylic acid C(C)(C)(C)OC(=O)N1C(CC1)COC=1C=CC(=C(C(=O)NC2(CC2)C2=C3C=CC=NC3=CC(=C2)C2=CC=C(S2)C(=O)O)C1)C